OC(C(=O)OCC)(C=C)C1=CC=CC=C1 ethyl 2-hydroxy-2-phenylbutan-3-enoate